FC1=C(C=C(C(=C1)F)C)C1=CC(=C(C=C1)OC)NC1=NC=NC2=CC(=C(C=C12)OC1CCN(CC1)C(C=C)=O)OC 1-(4-((4-((2',4'-difluoro-4-methoxy-5'-methyl-[1,1'-biphenyl]-3-yl)amino)-7-Methoxyquinazolin-6-yl)oxy)piperidin-1-yl)prop-2-en-1-one